C(C)O[Si](CCC[Se-]=[Se])(OCC)OCC 3-(triethoxysilyl)propyl-diselenide